(isopropyl-(2-(3,3,3-trifluoropropyl)-1,2,3,4-tetrahydroisoquinolin-7-yl)amino)-1-methylpyridin-2(1H)-one C(C)(C)N(C1=CC=C2CCN(CC2=C1)CCC(F)(F)F)C=1C(N(C=CC1)C)=O